ClC=1C=C(O[C@@H]2C([C@H](C2)NC(C2=CC=C(C=C2)N2CCC(CC2)N2CC3=CC=4C(N(C(C4C=C3C2)=O)C2C(NC(CC2)=O)=O)=O)=O)(C)C)C=CC1C#N N-((1S,3S)-3-(3-chloro-4-cyanophenoxy)-2,2-dimethylcyclobutyl)-4-(4-(6-(2,6-dioxopiperidin-3-yl)-5,7-dioxo-3,5,6,7-tetrahydropyrrolo[3,4-f]isoindol-2(1H)-yl)piperidin-1-yl)benzamide